butyl (1R,5S)-3-(7-bromo-8-fluoro-2-(((2R,7aS)-2-fluorotetrahydro-1H-pyrrolizin-7a(5H)-yl)methoxy)quinazolin-4-yl)-3,8-diazabicyclo[3.2.1]octane-8-carboxylate BrC1=CC=C2C(=NC(=NC2=C1F)OC[C@]12CCCN2C[C@@H](C1)F)N1C[C@H]2CC[C@@H](C1)N2C(=O)OCCCC